5-bromo-6-iodo-1-(tetrahydro-2H-pyran-2-yl)-1H-indazole BrC=1C=C2C=NN(C2=CC1I)C1OCCCC1